C[C@@H]1C[C@]12CNC1=NC=C(C=C12)C1=CNC2=C(C=CC=C12)N1C(CNCC1)=O 1-(3-((1S,2R)-2-methyl-1',2'-dihydrospiro[cyclopropane-1,3'-pyrrolo[2,3-b]pyridin]-5'-yl)-1H-indol-7-yl)piperazin-2-one